C1(CCCC1)N1N=C(C=C1C1=C(C=CC=C1)C(F)(F)F)C(=O)N[C@H](C(=O)O)CC(C)C (2S)-2-({1-cyclopentyl-5-[2-(trifluoromethyl)phenyl]-1H-pyrazol-3-yl}formamido)-4-methylpentanoic acid